N-([1,2,4]triazolo[4,3-c]pyrimidin-5-ylmethyl)-5-(2-ethoxypyridin-3-yl)-1-isopropyl-N-(4-methoxybenzyl)-3-methyl-1H-pyrazolo[4,3-b]pyridin-7-amine N=1N=CN2C(=NC=CC21)CN(C2=C1C(=NC(=C2)C=2C(=NC=CC2)OCC)C(=NN1C(C)C)C)CC1=CC=C(C=C1)OC